The molecule is a C-nitro compound that is chlorobenzene carrying a nitro substituent at each of the 2- and 4-positions. It has a role as an epitope, an allergen and a sensitiser. It is a C-nitro compound and a member of monochlorobenzenes. C1=CC(=C(C=C1[N+](=O)[O-])[N+](=O)[O-])Cl